2-(benzyl-amino)-3-hydroxy-3-methyl-butanoic acid C(C1=CC=CC=C1)NC(C(=O)O)C(C)(C)O